methyl 2-chloroquinoline-5-carboxylate ClC1=NC=2C=CC=C(C2C=C1)C(=O)OC